3-(2-thienyl)-1,2-dihydro-quinoxalin-2-one S1C(=CC=C1)C=1C(NC2=CC=CC=C2N1)=O